4-chloro-2-cyclopropyl-1-methyl-5-nitro-1,3-benzodiazole ClC1=C(C=CC=2N(C(=NC21)C2CC2)C)[N+](=O)[O-]